3-(4-(1H-pyrrolo[2,3-b]pyridin-3-yl)-1H-pyrazol-1-yl)-3-methyl-N-(2,2,2-trifluoroethyl)butanamide N1C=C(C=2C1=NC=CC2)C=2C=NN(C2)C(CC(=O)NCC(F)(F)F)(C)C